ClC1=C(C=C2C(=N1)C=C(N2COCC[Si](C)(C)C)CN(C(C2=CN=CC=C2)=O)[C@H]2C(N(CC2)CC2=CC=C(C=C2)F)=O)F |r| rac-N-((5-chloro-6-fluoro-1-((2-(trimethylsilyl)ethoxy)methyl)-1H-pyrrolo[3,2-b]pyridin-2-yl)methyl)-N-(1-(4-fluorobenzyl)-2-oxopyrrolidin-3-yl)nicotinamide